trans-3-((5-(Imidazo[1,2-a]pyridin-6-yl)-4-methoxypyrrolo[2,1-f][1,2,4]triazin-2-yl)amino)-1-methylcyclobutan-1-ol N=1C=CN2C1C=CC(=C2)C=2C=CN1N=C(N=C(C12)OC)NC1CC(C1)(O)C